C(C)OC1=NC(=NC=C1C(NC=1C=C(C=2N(C1)C=C(N2)C)F)=O)N2C[C@H](N(CC2)C(=O)OC(C)(C)C)C tert-butyl (R)-4-(4-ethoxy-5-((8-fluoro-2-methylimidazo[1,2-a]pyridin-6-yl) carbamoyl)pyrimidin-2-yl)-2-methylpiperazine-1-carboxylate